COC1=C(C=CC(=C1)N1CCOCC1)NC(=O)C=1OC(=NN1)C=1SC=CC1 N-(2-methoxy-4-morpholinophenyl)-5-(thiophen-2-yl)-1,3,4-oxadiazole-2-carboxamide